N,N,N-tributyl-1-butylammonium hydroxide [OH-].C(CCC)[N+](CCCC)(CCCC)CCCC